ClC1=C(C=C(C=C1NC1=NC=2N(C(=N1)NC1CC1)N=CC2C#N)C#N)N2[C@H](CN(CC2)C2CN(C2)[C@H](C(=O)N)C)C (2S)-2-{3-[(3S)-4-(2-Chloro-5-cyano-3-{[8-cyano-4-(cyclopropylamino)pyrazolo[1,5-a][1,3,5]triazin-2-yl]amino}phenyl)-3-methylpiperazin-1-yl]azetidin-1-yl}propanamide